(2S)-2-[[4-[(2-amino-4-oxo-5,6,7,8-tetrahydro-3H-pteridin-6-yl)methylamino]benzoyl]amino]pentanedioic acid NC1=NC=2NCC(NC2C(N1)=O)CNC1=CC=C(C(=O)N[C@H](C(=O)O)CCC(=O)O)C=C1